3-(4-Bromo-6-fluoro-3-methyl-2-oxo-2,3-dihydro-1H-benzo[d]imidazol-1-yl)-1-(4-methoxybenzyl)piperidine-2,6-dione BrC1=CC(=CC=2N(C(N(C21)C)=O)C2C(N(C(CC2)=O)CC2=CC=C(C=C2)OC)=O)F